4-{[7-(6-Amino-pyrimidin-4-ylamino)-3-methyl-3H-imidazo[4,5-b]pyridin-5-yl]-methyl-amino}-cyclohexanecarbonitrile NC1=CC(=NC=N1)NC1=C2C(=NC(=C1)N(C1CCC(CC1)C#N)C)N(C=N2)C